2-(3-azidopropoxy)ethane-1-amine 2,2,2-trifluoroacetic acid salt FC(C(=O)O)(F)F.N(=[N+]=[N-])CCCOCCN